2-methylthio-2-imidazoline hydriodide I.CSC=1NCCN1